1-(3-(3-(1H-pyrazol-4-yl)quinoxaline-6-carbonyl)-2,4-difluorophenyl)-3-(3-chloro-4-fluorophenyl)urea N1N=CC(=C1)C=1C=NC2=CC=C(C=C2N1)C(=O)C=1C(=C(C=CC1F)NC(=O)NC1=CC(=C(C=C1)F)Cl)F